methyl ((R)-2-(benzyloxy)-3-(octadecyloxy) propyl) hydrogen phosphate P(=O)(OC)(OC[C@@H](COCCCCCCCCCCCCCCCCCC)OCC1=CC=CC=C1)O